6-(3-aminoazetidin-1-yl)-N-(4,5-dichloro-2-fluoro-phenyl)pyrido[3,2-d]pyrimidin-4-amine NC1CN(C1)C=1C=CC=2N=CN=C(C2N1)NC1=C(C=C(C(=C1)Cl)Cl)F